2-iodo-1H-pyrrolo[2,3-B]Pyridine IC1=CC=2C(=NC=CC2)N1